Cl.N1=C(C=NC=C1)[C@H]1NOCC1 (3S)-3-pyrazin-2-yl-isoxazolidine hydrochloride